N-[3-(trimethoxysilyl)-propyl]Ethylenediamine CO[Si](CCCNCCN)(OC)OC